CC(CC(=O)NC=1C=C(C=NC1)C=1C=C2C(=NNC2=CC1)C#CC1=C(C(=O)O)C=CC=C1)C ((5-(5-(3-methylbutyrylamino)pyridin-3-yl)-1H-indazol-3-yl)ethynyl)benzoic acid